N-((1r,4r)-4-(3-Chloro-4-cyanophenoxy)cyclohexyl)-6-(1,4-dioxa-8-azaspiro[4.5]decan-8-yl)pyridazine-3-carboxamide ClC=1C=C(OC2CCC(CC2)NC(=O)C=2N=NC(=CC2)N2CCC3(OCCO3)CC2)C=CC1C#N